1-(2-fluoro-4-methoxyphenyl)piperidin-4-amine FC1=C(C=CC(=C1)OC)N1CCC(CC1)N